2-(2-chloro-5-chloro-2-(2-methoxy-ethoxy)phenyl)-acetamide ClC1(C(C=C(C=C1)Cl)CC(=O)N)OCCOC